5-(4-bromo-3-fluorophenoxy)-1H-indole-2-carboxylic acid ethyl ester C(C)OC(=O)C=1NC2=CC=C(C=C2C1)OC1=CC(=C(C=C1)Br)F